ClC1=C(NC(=C1Cl)C)C(=O)N[C@H]1[C@H](CN(CC1)C1=CC=CN=N1)OC 6-((3S,4R)-4-(3,4-dichloro-5-methyl-1H-pyrrole-2-carboxamido)-3-methoxypiperidin-1-yl)pyridazine